COC(C[C@H](NC(C(CC(C)C)N1C(C=C(C(=C1)CCN(C)C)C(F)(F)F)=O)=O)C1=NC(=CC(=C1)Br)Cl)=O.C(CCCCC)OC1=CC=C(N)C=C1 4-hexyloxyaniline methyl-(3S)-3-(4-bromo-6-chloropyridin-2-yl)-3-(2-(5-(2-(dimethylamino)ethyl)-2-oxo-4-(trifluoromethyl)pyridin-1(2H)-yl)-4-methylpentanamido)propanoate